N1C=CC=2C=NC=C(C21)C#N 1H-pyrrolo[3,2-c]pyridine-7-carbonitrile